p-(1-n-propoxyethoxy)styrene C(CC)OC(C)OC1=CC=C(C=C)C=C1